[N+](=[N-])=CC(CC[C@@H](C(=O)OC(C)C)NC([C@H](C=1N=CSC1)OC)=O)=O isopropyl (S)-6-diazo-2-((S)-2-methoxy-2-(thiazol-4-yl)acetamido)-5-oxohexanoate